O=C1N(CCC(N1)=O)N1C(C2=CC=C(C=C2C1=O)CN1CCC(CC1)N1CCCC2=CC(=CC=C12)F)=O 2-(2,4-dioxotetrahydropyrimidin-1(2H)-yl)-5-((4-(6-fluoro-3,4-dihydroquinolin-1(2H)-yl)piperidin-1-yl)methyl)isoindoline-1,3-dione